CN(CCC=1C(=C(C(N(C1)C(C(=O)O)CC(C)C)=O)F)C(F)(F)F)C 2-(5-(2-(dimethylamino)ethyl)-3-fluoro-2-oxo-4-(trifluoromethyl)pyridin-1(2H)-yl)-4-methylpentanoic acid